N-[(6-Amino-2-pyridyl)sulfonyl]-2-(2,3-dimethyl-1-piperidyl)-6-(3-fluoro-5-isobutoxyphenyl)pyridin-3-carboxamid NC1=CC=CC(=N1)S(=O)(=O)NC(=O)C=1C(=NC(=CC1)C1=CC(=CC(=C1)OCC(C)C)F)N1C(C(CCC1)C)C